N-((2-(6-cyclopropyl-2,3-dihydro-4H-pyrido[3,2-b][1,4]oxazin-4-yl)-1,6-naphthyridin-7-yl)methyl)-3-(methylsulfonyl)furo[2,3-b]pyridine-5-carboxamide C1(CC1)C=1C=CC=2OCCN(C2N1)C1=NC2=CC(=NC=C2C=C1)CNC(=O)C=1C=C2C(=NC1)OC=C2S(=O)(=O)C